2-(((S)-1-(1H-1,2,4-triazol-1-yl)propan-2-yl)oxy)-4-(2-((3-hydroxy-1-((1r,4r)-4-morpholinocyclohexyl)-1H-pyrazol-4-yl)amino)pyrimidin-5-yl)benzonitrile N1(N=CN=C1)C[C@H](C)OC1=C(C#N)C=CC(=C1)C=1C=NC(=NC1)NC=1C(=NN(C1)C1CCC(CC1)N1CCOCC1)O